N1(C=NC=2C1=C1C(=NC2)NC=C1)N1C2CC(CC1CC2)CC#N 2-(8-(imidazo[4,5-d]pyrrolo[2,3-b]pyridin-1(6H)-yl)-8-azabicyclo[3.2.1]octan-3-yl)acetonitrile